tert-butyl (1R,5S)-3-(2,8-difluoro-7-(3-(methoxymethoxy)-8-((triisopropylsilyl)ethynyl)naphthalen-1-yl)pyrido[4,3-d]pyrimidin-4-yl)-3,8-diazabicyclo[3.2.1]octane-8-carboxylate FC=1N=C(C2=C(N1)C(=C(N=C2)C2=CC(=CC1=CC=CC(=C21)C#C[Si](C(C)C)(C(C)C)C(C)C)OCOC)F)N2C[C@H]1CC[C@@H](C2)N1C(=O)OC(C)(C)C